C1(=C(C=CC=C1)NC(=S)N[C@@H](CC1=CC=CC=C1)C(=O)N)C tolylaminothiocarbonyl-phenylalaninamide